anti-laminine N[C@@H](CCCC[N+](C)(C)C)C(=O)O